(R)-7-(cyclopentyloxy)-6-methoxy-1-(2-(6-methyl-1H-indol-3-yl)ethyl)-3,4-dihydroisoquinoline-2(1H)-formaldehyde C1(CCCC1)OC1=C(C=C2CCN([C@@H](C2=C1)CCC1=CNC2=CC(=CC=C12)C)C=O)OC